COC1=C(C(=CC=C1)OC)S(=O)(=O)NC1=NOC2=C1C(=CC(=C2)CN2N=CC1=C2CN(C1)C(=O)OC(C)(C)C)OC tert-butyl 1-((3-((2,6-dimethoxyphenyl) sulphonamido)-4-methoxybenzo[d]isoxazol-6-yl) methyl)-4,6-dihydropyrrolo[3,4-c]pyrazole-5(1H)-carboxylate